2-((4,5-dihydro-1H-imidazol-2-yl)methyl)-7-fluoro-1'-((1s,4s)-4-isopropyl-cyclohexyl)-1,2-dihydro-3H-spiro[isoquinoline-4,4'-piperidin]-3-one N1C(=NCC1)CN1CC2=CC(=CC=C2C2(CCN(CC2)C2CCC(CC2)C(C)C)C1=O)F